OCC1=C(C=C2C=NN(C2=C1)COCC[Si](C)(C)C)C=1C(=NC(=NC1)C)O 5-(6-(hydroxymethyl)-1-((2-(trimethylsilyl)ethoxy)methyl)-1H-indazol-5-yl)-2-methylpyrimidin-4-ol